(4-azanylcarbothioyl-3-methyl-phenyl) 5-(benzenecarbothioyl)-2,3-dihydro-1H-pyrrolizine-1-carboxylate C1(=CC=CC=C1)C(=S)C=1N2CCC(C2=CC1)C(=O)OC1=CC(=C(C=C1)C(=S)N)C